5a-cholestan-3b-ol CC(C)CCC[C@@H](C)[C@H]1CC[C@H]2[C@@H]3CC[C@H]4C[C@H](CC[C@]4(C)[C@H]3CC[C@]12C)O